8-phenyl-octanoic acid sodium salt [Na+].C1(=CC=CC=C1)CCCCCCCC(=O)[O-]